4-oxido-1-(thiadiazol-2-yl)-1,4-azaphosphinan O=P1CCN(CC1)N1SC=CN1